C1(CC1)CN1C=CC2=NN(C(C(=C21)C2=CC=C(C=C2)OC(F)F)=O)C=2C=NNC2 5-(cyclopropylmethyl)-4-(4-(difluoromethoxy)phenyl)-2-(1H-pyrazol-4-yl)-2,5-dihydro-3H-pyrrolo[3,2-c]pyridazin-3-one